Z-1-bromo-1,1,3,4,4-pentafluorobut-2-ene BrC(\C=C(\C(F)F)/F)(F)F